OCCCN1C(C(N(C2=CC=CC=C12)COC(O)=O)=O)=O Carbonic acid [4-(3-hydroxypropyl)-2,3-dioxo-3,4-dihydroquinoxalin-1(2H)-yl]Methyl ester